(E)-N-((1R,3R)-3-fluoro-2,3-dihydro-1H-inden-1-yl)-3-(1H-indazol-6-yl)acrylamide F[C@@H]1C[C@H](C2=CC=CC=C12)NC(\C=C\C1=CC=C2C=NNC2=C1)=O